C1CC12N(CCNC2)C(C)=O 1-{4,7-diazaspiro[2.5]octan-4-yl}ethanone